C1=CC=CC=2C3=CC=CC=C3C(C12)COC(=O)N[C@@H](CSCC(COC(CCCCCCCCCCCCCCC)=O)OC(CCCCCCCCCCCCCCC)=O)C(=O)O N-(((9H-fluoren-9-yl)methoxy)carbonyl)-S-(2,3-bis(palmitoyloxy)propyl)-L-cysteine